COC=1C=C2C=CC(=NC2=CC1)C=1C=C2CN(C(C2=CC1)=O)C1C(NC(CC1)=O)=O 3-[5-(6-methoxyquinolin-2-yl)-1-oxo-2,3-dihydro-1H-isoindol-2-yl]piperidine-2,6-dione